COC=1C=CC=C2C(=NC=NC12)N 8-methoxyquinazolin-4-amine